((((((2R,3S,4R,5S)-5-(4-Aminopyrrolo[2,1-f][1,2,4]triazin-7-yl)-2-cyano-3,4-dihydroxytetrahydrofuran-2-yl)methoxy)(phenoxy)phosphoryl)-L-alanyl)oxy)-1-ethylpiperidine NC1=NC=NN2C1=CC=C2[C@H]2[C@@H]([C@@H]([C@@](O2)(C#N)COP(=O)(OC2=CC=CC=C2)N[C@@H](C)C(=O)OC2N(CCCC2)CC)O)O